C(=C)[Si](OCCOC)(OCCOC)OCCOC Vinyltris-(2-methoxyethoxy)silane